ClC1=C(C=CC(=C1)F)[C@@H]1N=C(NC(=C1C(=O)OC)COCC=1N=NN(C1)CCOCCOCCO)C1=CC=NC=C1 (R)-methyl 4-(2-chloro-4-fluorophenyl)-6-(((1-(2-(2-(2-hydroxyethoxy)ethoxy)ethyl)-1H-1,2,3-triazol-4-yl)methoxy)methyl)-2-(pyridin-4-yl)-1,4-dihydropyrimidine-5-carboxylate